(7-chloro-2,6-naphthyridin-3-yl)cyclopropanecarboxamide ClC1=NC=C2C=C(N=CC2=C1)C1(CC1)C(=O)N